ClC1=C(C=C(CN2[C@@H](CN(CC2)C(=O)N2N=C(C=C2)NS(=O)(=O)C)C)C=C1)N1CCCC1 (R)-N-(1-(4-(4-Chloro-3-(pyrrolidin-1-yl)benzyl)-3-methylpiperazine-1-carbonyl)-1H-pyrazol-3-yl)methanesulfonamide